5-methyl-1-((R or S)-1-(((R)-phenyl((R)-1,2,3,4-tetrahydropyrido[2,3-b]pyrazin-3-yl)methyl)amino)propan-2-yl)-1H-pyrazole-3-carbonitrile CC1=CC(=NN1[C@@H](CN[C@@H]([C@H]1CNC2=C(N1)N=CC=C2)C2=CC=CC=C2)C)C#N |o1:6|